5-((2,6-difluoro-3,5-dimethoxybenzyl)oxy)pyridin-2-amine FC1=C(COC=2C=CC(=NC2)N)C(=C(C=C1OC)OC)F